3-((4-(2-((1-cyclopropyl-5-methyl-6-oxo-1,6-dihydropyridazin-3-yl)amino)pyrazolo[1,5-a]pyridin-5-yl)-6-(2,2-difluoroethoxy)pyridin-3-yl)oxy)-2,2-dimethylpropanenitrile C1(CC1)N1N=C(C=C(C1=O)C)NC1=NN2C(C=C(C=C2)C2=C(C=NC(=C2)OCC(F)F)OCC(C#N)(C)C)=C1